(cyclopropanecarboxamido)-4-((2',5'-dimethyl-5'H-spiro[cyclopropane-1,4'-[1,2,4]triazolo[1,5-a]quinoxalin]-6'-yl)amino)-N-(methyl-d3)nicotinamide C1(CC1)C(=O)NC1=C(C(=O)NC([2H])([2H])[2H])C(=CC=N1)NC1=C2N(C3(C=4N(C2=CC=C1)N=C(N4)C)CC3)C